methyl-4-(4-(tert-butyl)phenyl)piperidine CN1CCC(CC1)C1=CC=C(C=C1)C(C)(C)C